C12(CC3CC(CC(C1)C3)C2)C=2C=C(C=CC2OCCCC(NO)=O)C2=CC=C(C=C2)C=CC(=O)O 3-[3'-Adamantan-1-yl-4'-(3-hydroxycarbamoyl-propoxy)-biphenyl-4-yl]-acrylic acid